C(C=C)OCCC(=O)O 3-Allyloxy-propionic acid